C(C)[C@H]1N(C[C@@H](N(C1)C=1C(=NC=2C=CC(N(C2C1)CC1=CC=C(C=C1)OC)=O)C#N)C)C(C1=NC=C(C=C1)C(F)(F)F)C1=CC=C(C=C1)F ((2S,5R)-5-ethyl-4-((4-fluorophenyl)(5-(trifluoromethyl)pyridin-2-yl)methyl)-2-methylpiperazin-1-yl)-5-(4-methoxybenzyl)-6-oxo-5,6-dihydro-1,5-naphthyridine-2-carbonitrile